FC(COC=1C=C(C2=NN(C(C(=C2N1)C1=CC=C(C=C1)OC(F)F)=O)C1=CC2=CN(N=C2C=C1)C)C=O)F 6-(2,2-difluoroethoxy)-4-(4-(difluoromethoxy)phenyl)-2-(2-methyl-2H-indazol-5-yl)-3-oxo-2,3-dihydropyridino[3,2-c]pyridazine-8-carbaldehyde